(2-(2-amino-3-(3-(4-((pyridin-2-yloxy) methyl) benzyl) isoxazol-5-yl) pyridin-1-ium-1-yl) ethyl) phosphonate P(OCC[N+]1=C(C(=CC=C1)C1=CC(=NO1)CC1=CC=C(C=C1)COC1=NC=CC=C1)N)([O-])=O